N-[1,4-dimethyl-3-(trifluoromethyl)-1H-pyrazol-5-yl]-4-methyl-3-[2-(pyridin-3-yl)ethynyl]benzamide CN1N=C(C(=C1NC(C1=CC(=C(C=C1)C)C#CC=1C=NC=CC1)=O)C)C(F)(F)F